O=C1NC(CCC1N1C(C2=CC=C(C=C2C1=O)CN1CCN(CC1)C=1N=C(C2=C(N1)CCS2)N2CCNCC2)=O)=O 2-(2,6-dioxopiperidin-3-yl)-5-((4-(4-(piperazin-1-yl)-6,7-dihydrothieno[3,2-d]pyrimidin-2-yl)piperazin-1-yl)methyl)isoindoline-1,3-dione